C(C)(C)(C)C=1C=C(C=C(C1O)C)CCC(=O)OCCOCCOCCOC(CCC1=CC(=C(C(=C1)C)O)C(C)(C)C)=O (Ethane-1,2-diylbis(oxy))bis(ethane-2,1-diyl) bis(3-(3-(tert-butyl)-4-hydroxy-5-methylphenyl)propanoat)